5-chloro-4-(3,4-dichlorophenyl)-1,6-dimethyl-2-oxo-1,2-dihydropyridine-3-carboxylic acid ClC=1C(=C(C(N(C1C)C)=O)C(=O)O)C1=CC(=C(C=C1)Cl)Cl